ClC1=CC(=C(COC2=NC=3CN(CCC3C=C2C(F)(F)F)CC=2N(C3=C(N2)SC(=C3)C(OC)=N)C[C@H]3OCC3)C=C1)F methyl (S)-2-((2-((4-chloro-2-fluorobenzyl)oxy)-3-(trifluoromethyl)-5,8-dihydro-1,7-naphthyridin-7(6H)-yl)methyl)-1-(oxetan-2-ylmethyl)-1H-thieno[2,3-d]imidazole-5-carbimidate